(4-Chloro-1H-pyrrolo[2,3-b]pyridin-2-yl)methanol ClC1=C2C(=NC=C1)NC(=C2)CO